Benzyl (1r,3r)-3-cyanocyclobutane-1-carboxylate C(#N)C1CC(C1)C(=O)OCC1=CC=CC=C1